FC=1C=C2C(CC(C2=CC1F)=O)=C(C#N)C#N 5,6-difluoro-3-(dicyano-methylidene)indan-1-one